FC(=C(C(=C)F)F)F 1,1,2,3-tetrafluorobutadiene